6-(2-chlorophenyl)-N-(1-methyl-1H-pyrazol-5-yl)-8,9-dihydroimidazo[1',2':1,6]pyrido[2,3-d]pyrimidin-2-amine ClC1=C(C=CC=C1)C1=CC2=C(N=C(N=C2)NC2=CC=NN2C)N2C1=NCC2